tert-butyl (6-bromobenzo[d]thiazol-2-yl)(tert-butoxycarbonyl)carbamate BrC1=CC2=C(N=C(S2)N(C(OC(C)(C)C)=O)C(=O)OC(C)(C)C)C=C1